(E)-N-(4-(N-(2,4-dichlorobenzyl)sulfamoyl)phenyl)-3-(pyridin-4-yl)acrylamide ClC1=C(CNS(=O)(=O)C2=CC=C(C=C2)NC(\C=C\C2=CC=NC=C2)=O)C=CC(=C1)Cl